C(C)(=O)N1CCC2(C[C@H](C(N2)=O)C[C@@H](C(=O)O)NC([C@H](CC2CCCCC2)NC(=O)C=2NC3=CC=CC=C3C2)=O)CC1 (S)-3-((R)-8-acetyl-2-oxo-1,8-diazaspiro[4.5]decan-3-yl)-2-((S)-3-cyclohexyl-2-(1H-indole-2-carboxamido)propanamido)propanoic acid